4-(4-(tert-butoxy)-6-chloro-8-fluoro-2-(((2R,7aS)-2-fluorotetrahydro-1H-pyrrolizin-7a(5H)-yl)methoxy)quinazolin-7-yl)-N,N-bis(2,4-dimethoxybenzyl)-5,7-difluorobenzo[d]oxazol-2-amine C(C)(C)(C)OC1=NC(=NC2=C(C(=C(C=C12)Cl)C1=C(C=C(C2=C1N=C(O2)N(CC2=C(C=C(C=C2)OC)OC)CC2=C(C=C(C=C2)OC)OC)F)F)F)OC[C@]21CCCN1C[C@@H](C2)F